BrC1=CC2=C(N=C(O2)C(=O)O)C=C1OC 6-Bromo-5-methoxybenzo[d]oxazole-2-carboxylic acid